FC(S(=O)(=O)O)(F)F.C(CC)OC=1C=C(C(=O)C=2C=C3C=4CC(CCC4NC3=CC2)CNCCC=2C=NN(C2)C)C=CC1 6-(3-propoxybenzoyl)-3-(2-(1-methyl-1H-pyrazol-4-yl)ethyl)aminomethyl-1,2,3,4-tetrahydro-9H-carbazole trifluoromethanesulfonate